(R)-6-(3-(2,3-difluorophenyl)isoxazolidin-2-yl)-N-(5-ethynyl-2-methoxy-4-(4-methylpiperazin-1-yl)phenyl)pyrimidin-4-amine FC1=C(C=CC=C1F)[C@@H]1N(OCC1)C1=CC(=NC=N1)NC1=C(C=C(C(=C1)C#C)N1CCN(CC1)C)OC